3-chloro-2,4,6-trifluorobenzenesulfonyl chloride ClC=1C(=C(C(=CC1F)F)S(=O)(=O)Cl)F